ClC1=C(C=C2C=C(C=NC2=C1C(=O)[O-])C)C(=O)[O-] 7-chloro-3-methylquinoline-6,8-di-carboxylate